N-((5-fluoro-6-(trifluoromethyl)pyridin-3-yl)methylene)-2-methylpropan-2-sulfinamide FC=1C=C(C=NC1C(F)(F)F)C=NS(=O)C(C)(C)C